4-amino-1-(2-methyl-3-pyridyl)-7-(2,2,2-trifluoroethyl)quinazolin-2-one hydrochloride Cl.NC1=NC(N(C2=CC(=CC=C12)CC(F)(F)F)C=1C(=NC=CC1)C)=O